N-(1-(azetidin-1-ylmethyl)cyclopropyl)-2,2-difluoro-2-phenylacetamide N1(CCC1)CC1(CC1)NC(C(C1=CC=CC=C1)(F)F)=O